N-(3'-Bromo-5-chloro-5'-((1,3-dioxoisoindolin-2-yl)methyl)-[1,1'-biphenyl]-2-yl)-4-methylbenzenesulfonamide BrC=1C=C(C=C(C1)CN1C(C2=CC=CC=C2C1=O)=O)C1=C(C=CC(=C1)Cl)NS(=O)(=O)C1=CC=C(C=C1)C